N1=CC(=CC=C1)C1=NN(C(=C1)C(F)(F)F)C1CC2(CNC2)C1 6-(3-(pyridin-3-yl)-5-(trifluoromethyl)-1H-pyrazol-1-yl)-2-azaspiro[3.3]heptane